The molecule is a lignin that is the diacetate ester of syringylresinol. It is a lignan, a dimethoxybenzene, an acetate ester and a syringaresinol. CC(=O)OC1=C(C=C(C=C1OC)C2C3COC(C3CO2)C4=CC(=C(C(=C4)OC)OC(=O)C)OC)OC